1-(1H-1,2,3-triazol-4-yl)cyclopropan-1-amine dihydrochloride Cl.Cl.N1N=NC(=C1)C1(CC1)N